tert-butylphenyl-α-(p-toluenesulfonyloxy)-acetic acid methyl ester COC(C(OS(=O)(=O)C1=CC=C(C)C=C1)(C1=CC=CC=C1)C(C)(C)C)=O